O=C1N(CC2=CC(=CC=C12)O[C@@H]1[C@H](CCC1)N1CCC(CC1)C1=CC=CC=C1)C1C(NC(CC1)=O)=O 3-(1-oxo-5-(((1S,2S)-2-(4-phenylpiperidin-1-yl)cyclopentyl)oxy)isoindolin-2-yl)piperidine-2,6-dione